C1(CC1)C1=C(C=C(N=N1)N1C(NC(C=C1)=O)=O)[C@@H]1[C@H](C1)C(C)C (6-cyclopropyl-5-((1s,2r)-2-isopropylcyclopropyl)pyridazin-3-yl)pyrimidine-2,4(1h,3h)-dione